CC1=C(C(NC2=CN=C(C=C12)C)=O)C(\C=C\C1=CC=C(C=C1)C)=O (E)-4,6-dimethyl-3-(3-(p-tolyl)acryloyl)-1,7-naphthyridin-2(1H)-one